4-[2-[4-[1-[3-(difluoromethyl)-5-fluoro-phenyl]-5-isopropyl-pyrazol-3-yl]piperazin-1-yl]ethyl]morpholine FC(C=1C=C(C=C(C1)F)N1N=C(C=C1C(C)C)N1CCN(CC1)CCN1CCOCC1)F